CC1=CC=C2C=CC=NC2=C1C 7,8-dimethylquinoline